2-tert-butyldimethylsiloxycarbonyl-5-dimethylmethoxysilylnorbornane O([Si](C)(C)C(C)(C)C)C(=O)C1C2CC(C(C1)C2)[Si](OC)(C)C